2-(6-(Piperazin-1-yl)pyridin-3-yl)-1,3,4-oxadiazole N1(CCNCC1)C1=CC=C(C=N1)C=1OC=NN1